FC(C1=NN=C(O1)C1=CC=C(CN2N=NC(=C2)C=2C=CC(=NC2)CN)C=C1)F (5-(1-(4-(5-(difluoromethyl)-1,3,4-oxadiazol-2-yl)benzyl)-1H-1,2,3-triazol-4-yl)pyridin-2-yl)methylamine